2-(3-(5-amino-6-(4-cyclopropylphenyl)pyrazin-2-yl)-4-methylphenyl)-3,3,3-trifluoro-2-hydroxypropanamide trifluoroacetate FC(C(=O)O)(F)F.NC=1N=CC(=NC1C1=CC=C(C=C1)C1CC1)C=1C=C(C=CC1C)C(C(=O)N)(C(F)(F)F)O